1-(7-{(benzyl)[(p-methoxyphenyl)methyl]amino}-2,3a,4,6-tetraaza-5-indenyl)-2-methyl-4-indolecarbonitrile C(C1=CC=CC=C1)N(C1=NC(=NN2C=NC=C12)N1C(=CC=2C(=CC=CC12)C#N)C)CC1=CC=C(C=C1)OC